2-[(4-{3-(cyanomethyl)-3-[4-(7H-pyrrolo[2,3-d]pyrimidin-4-yl)-1H-pyrazol-1-yl]azetidin-1-yl}piperidin-1-yl)methyl]benzonitrile C(#N)CC1(CN(C1)C1CCN(CC1)CC1=C(C#N)C=CC=C1)N1N=CC(=C1)C=1C2=C(N=CN1)NC=C2